CC1(OB(OC1(C)C)[C@@H]1[C@H](C1)C1=CC=NC=C1)C |r| racemic-4-[(1S,2S)-2-(4,4,5,5-tetramethyl-1,3,2-dioxaborolan-2-yl)cyclopropyl]pyridine